4-methyl-3-[[5-(4-fluorophenyl)-2-thienyl]methyl]benzene CC1=C(C=CC=C1)CC=1SC(=CC1)C1=CC=C(C=C1)F